2-acryloylthiomethylthio-5-methylthio-1,3,4-thiadiazole C(C=C)(=O)SCSC=1SC(=NN1)SC